C(C)(C)(C)OC(=O)N1CC(C1)(C(=O)O)OC 1-(tert-butoxycarbonyl)-3-methoxyazetidine-3-carboxylic acid